O[C@H](CNC1=NC(=CC(=C1)C=1C=C(C=CC1C)NC(=O)N1C[C@@H](CC1)CC(F)(F)F)N1CCOCC1)C (S)-N-(3-(2-(((S)-2-hydroxypropyl)amino)-6-morpholinopyridin-4-yl)-4-methylphenyl)-3-(2,2,2-trifluoroethyl)pyrrolidine-1-carboxamide